C(=O)[O-].C(C)#N.[NH4+] ammonium acetonitrile formate